C(C1=CC=CC=C1)[C@]1(N(CCCC1)C(=O)N)C1=NC=C2N1C=CN=C2C (S)-benzyl-2-(8-methylimidazo[1,5-a]pyrazin-3-yl)-1-piperidinamide